5-chloro-N-((1r,4r)-4-((3-(6-(2,2-difluoroethoxy)pyridin-3-yl)-2-oxo-2,3-dihydro-1H-benzo[d]imidazol-1-yl)methyl)cyclohexyl)-2-methylnicotinamide ClC=1C=NC(=C(C(=O)NC2CCC(CC2)CN2C(N(C3=C2C=CC=C3)C=3C=NC(=CC3)OCC(F)F)=O)C1)C